O1C2(C=CC3=C1C1=C(C=C3)C=CC=C1)C1CCC(C2)C1 spiro(norbornane-2,2'-[2H]benzo[H]benzopyran)